N-(5-(5-amino-1H-pyrazol-1-yl)-1,3,4-thiadiazol-2-yl)-4-((3-fluoropyridin-2-yl)amino)-3-(2-methoxyethoxy)-2-oxo-2H-pyran-6-carboxamide NC1=CC=NN1C1=NN=C(S1)NC(=O)C1=CC(=C(C(O1)=O)OCCOC)NC1=NC=CC=C1F